ClC=1C=C(C=CC1Cl)C=1N(C(=CC(C1C(=O)O)=O)CN1N=C(C=C1)SC)CC 2-(3,4-dichlorophenyl)-1-ethyl-6-[(3-methylsulfanylpyrazol-1-yl)methyl]-4-oxo-pyridine-3-carboxylic acid